4-amino-1-methyl-1H-pyrazole-3-methanol NC=1C(=NN(C1)C)CO